CN(C)C1=CC=C(C(=O)C2=CC=C(C=C2)N(C)C)C=C1 4,4'-di(N,N'-dimethylamino)-benzophenone